1,3-bis((tert-butyl-(dimethyl)silyl)oxy)propan-2-one C(C)(C)(C)[Si](OCC(CO[Si](C)(C)C(C)(C)C)=O)(C)C